2-(3,4-dichlorobenzyl)-3,3-dimethyl-1-oxo-1,2,3,4-tetrahydroisoquinoline-4-carboxylic acid ClC=1C=C(CN2C(C3=CC=CC=C3C(C2(C)C)C(=O)O)=O)C=CC1Cl